2-(2-methyl-2H-indazol-5-yl)-6-(piperidin-4-yl)-1,3-benzothiazole hydrochloride Cl.CN1N=C2C=CC(=CC2=C1)C=1SC2=C(N1)C=CC(=C2)C2CCNCC2